IC1=CC2=C(N=C3OCCCN32)C=C1 7-iodo-3,4-dihydro-2H-benzo[4,5]imidazo[2,1-b][1,3]oxazine